4-fluoro-5-methyl-piperidin-3-ol FC1C(CNCC1C)O